(Z)-4-(tert-butyl-dimethylsilyloxy)-3-bromo-2-butenoic acid ethyl ester C(C)OC(\C=C(\CO[Si](C)(C)C(C)(C)C)/Br)=O